5-Methyl-6-(1-methylbenzimidazol-4-yl)-3-(4-morpholinoanilino)pyrazin-2-carboxamid CC=1N=C(C(=NC1C1=CC=CC=2N(C=NC21)C)C(=O)N)NC2=CC=C(C=C2)N2CCOCC2